2-((3R,4R,6R)-4-(4-fluoro-2-methoxyphenyl)-6-methyl-6-(trifluoromethyl)tetrahydro-2H-pyran-3-yl)-4-oxo-1,4-dihydro-1,6-naphthyridine-5-carbonitrile FC1=CC(=C(C=C1)[C@H]1[C@@H](CO[C@](C1)(C(F)(F)F)C)C=1NC=2C=CN=C(C2C(C1)=O)C#N)OC